ClC1=CC=C(C=C1)N(C(O)=O)C1=CC=CC=C1 (4-Chlorophenyl)(phenyl)carbamic acid